C(C1=CC=CC=C1)N1CCN=C(C1)C=1C=NN(C1)C1CC1 4-benzyl-6-(1-cyclopropylpyrazol-4-yl)-3,5-dihydro-2H-pyrazine